ethyl glycidyl sulfoxide C(C1CO1)S(=O)CC